(3E)-3-[(4-bromophenyl)methylene]-1-(3,3-difluoropropyl)pyrrolidine BrC1=CC=C(C=C1)\C=C/1\CN(CC1)CCC(F)F